(S)-2-(4-(3-(6-Methylpyridin-3-yl)isoxazolidine-2-carbonyl)piperidin-1-yl)pyrimidine-4-carboxamide CC1=CC=C(C=N1)[C@H]1N(OCC1)C(=O)C1CCN(CC1)C1=NC=CC(=N1)C(=O)N